C(C)(=O)N1CC[C@H](C2=CC=C(C=C12)C(F)(F)F)N(C(=O)C1=CC2=NC(=C3C(=C2N1)COC3)N)C (R)-N-(1-acetyl-7-(trifluoromethyl)-1,2,3,4-tetrahydroquinolin-4-yl)-5-amino-N-methyl-6,8-dihydro-1H-furo[3,4-d]pyrrolo[3,2-b]pyridine-2-carboxamide